decahydronaphthalene-2,3,6,7-tetracarboxylic acid C1C(C(CC2CC(C(CC12)C(=O)O)C(=O)O)C(=O)O)C(=O)O